5-((tert-butoxycarbonyl)amino)-4-(ethylsulfanyl)-1-methyl-1H-pyrazole-3-carboxylic acid C(C)(C)(C)OC(=O)NC1=C(C(=NN1C)C(=O)O)SCC